C[Si](C)(C)C#CC1=CC=C(C=C1)C1(CC1)NC(OC(C)(C)C)=O 1-Tert-butyl (1-(4-((trimethylsilyl)ethynyl)phenyl)cyclopropyl)carbamate